CC1=CC(=C(C=C1)[As](C1=C(C=C(C=C1)C)S(=O)(=O)O)C1=C(C=C(C=C1)C)S(=O)(=O)O)S(=O)(=O)O tri(p-methylsulfophenyl)arsine